Butyl 3-((3-hydroxypropyl)amino)pyrrolidine-1-carboxylate OCCCNC1CN(CC1)C(=O)OCCCC